1-(tert-butoxycarbonyl)cyclopropane-1-carboxylic acid C(C)(C)(C)OC(=O)C1(CC1)C(=O)O